BrC=1C=C2C3=C(NC2=CC1)[C@@H](N(CC3)C=3OC(=NN3)C(F)(F)F)C[C@@H]3COCCC3 (1S)-6-bromo-1-{[(3R)-oxan-3-yl]methyl}-2-[5-(trifluoromethyl)-1,3,4-oxadiazol-2-yl]-2,3,4,9-tetrahydro-1H-pyrido[3,4-b]indole